[Li+].P([O-])([O-])([O-])=O.[Li+].[Li+] phosphoric acid lithium salt